1-[(2-hydroxyethoxy)methyl]6-(phenylthio)-thymine OCCOCN1C(=O)NC(=O)C(C)=C1SC1=CC=CC=C1